N-[(2,4-difluorophenyl)methyl]-2-[1-[(2,3-difluorophenyl)methyl]-5-oxopyrrolidin-2-yl]acetamide FC1=C(C=CC(=C1)F)CNC(CC1N(C(CC1)=O)CC1=C(C(=CC=C1)F)F)=O